S(=O)(=O)(O)C1=CC=C(C=C1)C=1C2=CC=C(N2)C(=C2C=CC(C(=C3C=CC(=C(C=4C=CC1N4)C4=CC=C(C=C4)S(=O)(=O)O)N3)C3=CC=C(C=C3)S(=O)(=O)O)=N2)C2=CC=C(C=C2)S(=O)(=O)O 5,10,15,20-tetrakis(4-sulfophenyl)-porphyrin